OCC=1O\C(\C2=CC=CC=C2C1)=N/C=1C=C(C=CC1OC(C)C)C(C)=O (Z)-1-(3-((3-(hydroxymethyl)-1H-isochromene-1-ylidene)amino)-4-isopropoxyphenyl)ethan-1-one